NC1=NC=NC2=C(C=C(C=C12)C1=CC=C(C=C1)OC1=CC=CC=C1)C1CN(CCC1)C(C=C)=O 1-(3-(4-Amino-6-(4-phenoxyphenyl)quinazolin-8-yl)piperidin-1-yl)prop-2-en-1-one